propanediol Dicaprate CCCCCCCCCC(=O)OCCCOC(=O)CCCCCCCCC